CC1(CN(CC1C1=CC=CC=C1)C(=O)C1=CN=CC(N1)=O)C 6-(3,3-dimethyl-4-phenylpyrrolidine-1-carbonyl)pyrazin-2(1H)-one